C(C)(C)(C)OC(=O)N1C[C@@H]2C(N3C[C@@H](OC=4N=C5C(=C(C(=CC5=C(C34)N2CC1)Cl)Br)F)CN(C)C)=C=O (4aR,7S)-tert-butyl-11-bromo-12-chloro-7-((dimethylamino)methyl)-10-fluoro-5-carbonyl-1,2,4a,5,6,7-Hexahydro-8-oxa-3,5a,9,13c-tetraazanaphtho[3,2,1-de]anthracene-3(4H)-carboxylate